CC(=CCC(=O)[O-])C 3-methyl-2-butenecarboxylate